BrC=1C=C(C(=NC1)N)C=1C=C2C=CN=C(C2=CC1)C#CC(C)(OC1OCCCC1)C 5-bromo-3-(1-(3-methyl-3-((tetrahydro-2H-pyran-2-yl)oxy)but-1-yn-1-yl)isoquinolin-6-yl)pyridin-2-amine